[Cl-].C(C)[N+]1=CC(C=2C3=C(C=CC12)C=CC=C3)(C)C 3-ethyl-1,1-dimethyl-1H-benzo[E]indol-3-ium chloride